(4-benzyl-3-oxo-3,4-dihydro-2H-benzo[b][1,4]oxazin-7-yl)carbamic acid tert-butyl ester C(C)(C)(C)OC(NC=1C=CC2=C(OCC(N2CC2=CC=CC=C2)=O)C1)=O